CO[C@@](C(=O)N1CCOC2=C(C1)C=NC=C2C#N)(CC)C |r| Racemic-4-(2-methoxy-2-methyl-butyryl)-3,5-dihydro-2H-pyrido[3,4-f][1,4]oxaazepine-9-Formonitrile